(5-(2-(Propoxymethyl)pyrimidin-5-yl)pyrazolo[1,5-a]pyridin-3-yl)cyclohexane-1-one C(CC)OCC1=NC=C(C=N1)C1=CC=2N(C=C1)N=CC2C2C(CCCC2)=O